CN1CCCC2=CC=C(C=C12)CN1CCCC12CCN(CC2)C(=O)OC(C(F)(F)F)C(F)(F)F 1,1,1,3,3,3-Hexafluoropropan-2-yl 1-((1-methyl-1,2,3,4-tetrahydroquinolin-7-yl)methyl)-1,8-diazaspiro[4.5]decane-8-carboxylate